FC1=C2C(CC3(CC4(OCCO4)CCC3)C2=CC=C1)=C 4-fluoro-3-methylene-2,3-dihydrodispiro[indene-1,1'-cyclohexane-3',2''-[1,3]dioxolane]